O=C1NC(CCC1N1C(C2=CC=C(C=C2C1=O)C1CCN(CC1)CCCN1CCN(CC1)C1=CC=C(C=C1)C(=O)C=1C2=C(SC1C1=CC=C(C=C1)F)C=C(C=C2)O)=O)=O 2-(2,6-dioxopiperidin-3-yl)-5-(1-(3-(4-(4-(2-(4-fluorophenyl)-6-hydroxybenzo[b]thiophene-3-carbonyl)phenyl)piperazin-1-yl)propyl)piperidin-4-yl)isoindoline-1,3-dione